1-(4-methoxybenzyl)-1H-1,2,4-triazole-3-amine COC1=CC=C(CN2N=C(N=C2)N)C=C1